The molecule is an N-acyl-L-amino acid obtained by condensation of the carboxy group of 4-{[(imidazol-4-yl)methyl]amino}-2-(naphthalen-1-yl)benzoic acid with the amino group of L-leucine. An inhibitor of geranylgeranyltransferase type I. It has a role as an EC 2.5.1.59 (protein geranylgeranyltransferase type I) inhibitor. It is a L-leucine derivative, a N-acyl-L-amino acid, a member of naphthalenes, a biaryl, a member of imidazoles, a member of benzamides, a substituted aniline and a secondary amino compound. It is a conjugate base of a GGTI-2133 free base(1+). CC(C)C[C@@H](C(=O)O)NC(=O)C1=C(C=C(C=C1)NCC2=CN=CN2)C3=CC=CC4=CC=CC=C43